2-(acetyloxy)-3-methylbenzoic acid C(C)(=O)OC1=C(C(=O)O)C=CC=C1C